C(OC1=C(C=CC=C1)B(O)O)([2H])([2H])[2H] {2-[(2H3)methyloxy]phenyl}boronic acid